O=C1NN=C(C2=CC=CC=C12)C1=CC2=C(NC(=N2)NC(OC(C)CC)=O)C=C1 sec-Butyl (5-(4-oxo-3,4-dihydrophthalazin-1-yl)-1H-benzimidazol-2-yl)carbamate